4-[4-(2-Oxo-1,2-dihydro-[1,8]naphthyridin-3-yl)-[1,2,3]triazol-1-yl]-benzoic acid O=C1NC2=NC=CC=C2C=C1C=1N=NN(C1)C1=CC=C(C(=O)O)C=C1